1-(9Z-heptadecenoyl)-2-(4Z,7Z,10Z,13Z,16Z,19Z-docosahexaenoyl)-glycero-3-phospho-(1'-sn-glycerol) CCCCCCC/C=C\CCCCCCCC(=O)OC[C@H](COP(=O)(O)OC[C@H](CO)O)OC(=O)CC/C=C\C/C=C\C/C=C\C/C=C\C/C=C\C/C=C\CC